N-((1r,4r)-4-methoxycyclohexyl)-5-(thiazol-5-yl)-1H-indole-7-carboxamide COC1CCC(CC1)NC(=O)C=1C=C(C=C2C=CNC12)C1=CN=CS1